2-[6-(ethoxycarbonyl)-1-[(2S)-2-methoxy-2-phenylethyl]-5-methyl-2,4-dioxo-1H,2H,3H,4H-thieno[2,3-d]pyrimidin-3-yl]-2-methylpropionic acid C(C)OC(=O)C1=C(C2=C(N(C(N(C2=O)C(C(=O)O)(C)C)=O)C[C@H](C2=CC=CC=C2)OC)S1)C